COC1=C(C=C(C=C1)C=1C=NN(C1)C(C(=O)O)(C)C)S(NC=1C=NC=2CCNC(C2C1)=O)(=O)=O 2-(4-(4-methoxy-3-(N-(5-oxo-5,6,7,8-tetrahydro-1,6-naphthyridin-3-yl)sulfamoyl)phenyl)-1H-pyrazol-1-yl)-2-methylpropanoic acid